FC1=C(C=CC(=C1)C)C1=CNC=2N=C(N=C(C21)OC)NC2=CC=C(C=C2)CN2CCN(CC2)C 5-(2-fluoro-4-methylphenyl)-4-methoxy-N-(4-((4-methylpiperazin-1-yl)methyl)phenyl)-7H-pyrrolo[2,3-d]pyrimidin-2-amine